2,7-diethyl-5-[[2'-(5-tetrazolyl)biphenyl-4-yl]methyl]-5H-pyrazolo[1,5-b][1,2,4]triazole potassium salt [K].C(C)C=1N=C2N(N1)N(C=C2CC)CC2=CC=C(C=C2)C2=C(C=CC=C2)C2=NN=NN2